C(C=C)CS(=O)(=O)[O-] allylmesylate